C(#N)C1=CC(=C(C=C1)NS(=O)(=O)C=1C2=C(NC1)CN(C2)CC(F)(F)F)F N-(4-cyano-2-fluorophenyl)-5-(2,2,2-trifluoroethyl)-4,6-dihydro-1H-pyrrolo[3,4-b]pyrrole-3-sulfonamide